FC(C=1C=CC(=NC1)O[C@@H]1CN(CC1)C1=C(C=C(C=C1)C1=CC=CC=C1)N)(F)F (S)-4-(3-(5-(trifluoromethyl)pyridin-2-yloxy)pyrrolidin-1-yl)biphenyl-3-amine